C(C=C)(=O)OC1(N(CCNC1)C(=O)OC(C)(C)C)OC(C=C)=O diacryloyloxyBocpiperazine